N[C@H]1CN(CCC1)C=1C=C(C=CC1)C(C)S(=O)(=O)NC1=C(C=C(C=C1)C1=CC2=C(N=CN=C2N2CCOCC2)N1)F 1-(3-((R)-3-aminopiperidin-1-yl)phenyl)-N-(2-fluoro-4-(4-morpholino-7H-pyrrolo[2,3-d]pyrimidin-6-yl)phenyl)ethane-1-sulfonamide